N(=[N+]=[N-])CCOCCOCCN {2-[2-(2-azidoethoxy)ethoxy]ethyl}amine